[4-(2-fluorophenyl)thiazol-2-yl]-3-methyl-1H-pyrazol-5-ol FC1=C(C=CC=C1)C=1N=C(SC1)N1N=C(C=C1O)C